1-Phenylpropyl-2-pentyl-benzo[d]imidazole C1(=CC=CC=C1)C(CC)C1=CC=CC=2N=C(NC21)CCCCC